decylpinacol borate B(O)(O)O.C(CCCCCCCCC)CC(O)(C)C(C)(C)O